8-((4-(((4-((2-(2,6-dioxopiperidin-3-yl)-1,3-dioxoisoindolin-4-yl)amino)butyl)(methyl)amino)methyl)phenyl)amino)-8-oxooctanoic acid O=C1NC(CCC1N1C(C2=CC=CC(=C2C1=O)NCCCCN(C)CC1=CC=C(C=C1)NC(CCCCCCC(=O)O)=O)=O)=O